CN(C(=O)N1CCC(=CC1)C1=CC=NC=2NC3=CC(=CC=C3C21)S(NC2(CC2)C)(=O)=O)C N,N-dimethyl-4-(7-(N-(1-methylcyclopropyl)sulfamoyl)-9H-pyrido[2,3-b]indol-4-yl)-3,6-dihydropyridine-1(2H)-carboxamide